N1=C(C=CC=C1)NCCN(C1=NC=CC=C1)C1=NC=CC=C1 tri(2-pyridyl)ethylenediamine